2,4-Difluoro-3-(1-isopropyl-1H-pyrazol-4-yl)aniline FC1=C(N)C=CC(=C1C=1C=NN(C1)C(C)C)F